3-((hexyl-2,2,3,3,4,4-d6)oxy)-4-(1-methyl-1,2,5,6-tetrahydropyridin-3-yl)-1,2,5-thiadiazole C(C(C(C(CC)([2H])[2H])([2H])[2H])([2H])[2H])OC1=NSN=C1C=1CN(CCC1)C